C(C1=CC=CC=C1)OC=1C=C(C=CC1)C1(CC1)C=1NC(C=2CN(CCCC2N1)C([C@H](O)C1=CC(=CC=C1)Cl)=O)=O (R)-2-(1-(3-(benzyloxy)phenyl)cyclopropyl)-6-(2-(3-chlorophenyl)-2-hydroxyacetyl)-3,5,6,7,8,9-hexahydro-4H-pyrimido[5,4-c]azepin-4-one